NCC=1C=C(CC#N)C=CC1 3-aminomethylbenzyl cyanide